1-pyridinecarboxylate N1(CC=CC=C1)C(=O)[O-]